FC=1C=C(C=CC1)[C@H](CNC(CC1CCC(CC1)C(=O)O)(C)C)O (1S,4s)-4-(2-(((R)-2-(3-Fluorophenyl)-2-hydroxyethyl)amino)-2-methylpropyl)cyclohexane-1-carboxylic acid